trichloroethylene cyanide ClC(C(Cl)(Cl)C#N)C#N